trifluoromethylphenyl-zinc (II) bromide [Br-].FC(F)(F)[Zn]C1=CC=CC=C1